1-(pyridin-2-ylethynyl)-3-tosyl-3-azabicyclo[3.1.0]hexane N1=C(C=CC=C1)C#CC12CN(CC2C1)S(=O)(=O)C1=CC=C(C)C=C1